ethyl 2-[4-(1-cyanocyclopropyl)phenyl]-5-ethylsulfonyl-1-methyl-imidazole-4-carboxylate C(#N)C1(CC1)C1=CC=C(C=C1)C=1N(C(=C(N1)C(=O)OCC)S(=O)(=O)CC)C